FLUORO-3,4-DIHYDROXYPHENYLALANINE FN[C@@H](CC1=CC(=C(C=C1)O)O)C(=O)O